N-(3-(4-benzoylpiperazin-1-yl)propyl)-1-cyclobutyl-2-(3,4,5-trimethoxyphenyl)-1H-benzo[d]imidazole-6-carboxamide C(C1=CC=CC=C1)(=O)N1CCN(CC1)CCCNC(=O)C=1C=CC2=C(N(C(=N2)C2=CC(=C(C(=C2)OC)OC)OC)C2CCC2)C1